C(C)(C)(C)OC(=O)N1CCN(CC1)C1=CC=NC2=CC=C(C=C12)B1OC(C(O1)(C)C)(C)C 4-(6-(4,4,5,5-Tetramethyl-1,3,2-dioxaborolan-2-yl)quinolin-4-yl)piperazine-1-carboxylic acid tert-butyl ester